O=C1NC(CCC1C1=COC2=C1C=C(C=C2)C#CCNC(=O)C2=CC=C(C=N2)C=2N=CC1=C(C=CC=C1C2)C=2C=C1C(=CNC1=CC2)C(=O)NC)=O 5-(3-(6-((3-(3-(2,6-dioxopiperidin-3-yl)benzofuran-5-yl)prop-2-yn-1-yl)carbamoyl)pyridin-3-yl)isoquinolin-8-yl)-N-methyl-1H-indole-3-carboxamide